ClC1=NN(C=C1C(=O)NC1CCC(CC1)NC1=CC=CC=2N1C=C(N2)C(F)(F)F)C 3-chloro-1-methyl-N-[(1s,4s)-4-{[2-(trifluoromethyl)imidazo[1,2-a]pyridin-5-yl]amino}cyclohexyl]-1H-pyrazole-4-carboxamide